9-phenyl-9H,9'H-3,3'-bicarbazole C1(=CC=CC=C1)N1C2=CC=CC=C2C=2C=C(C=CC12)C=1C=CC=2NC3=CC=CC=C3C2C1